cetyl-methyldiethoxysilane C(CCCCCCCCCCCCCCC)[Si](OCC)(OCC)C